ClC=1C=C(C=CC1F)N(C(=O)N1CCN(CC1)C(=O)OC(C)(C)C)CC1=CC=C(C=C1)C(=O)OC tert-butyl 4-((3-chloro-4-fluorophenyl)(4-(methoxycarbonyl)benzyl)carbamoyl)piperazin-1-carboxylate